CC1(CCC[C@H](N1)[C@H](O)C1=CC(=CC=C1)F)C (R)-[(S)-6,6-dimethyl-2-piperidyl](m-fluorophenyl)methanol